ClC=1C=C(C2=C(N(N=C2C1Cl)C1OCCCC1)C=1C=NN(C1)C1OCCCC1)NC([O-])=O N-[6,7-dichloro-2-tetrahydropyran-2-yl-3-(1-tetrahydropyran-2-ylpyrazol-4-yl)indazol-4-yl]carbamate